C1(=CC=C(C=C1)NC1=CC=C(C=C1)C)C di(p-tolyl)amine